((1S,4S,5S)-4-(4-((R)-3-(3-fluorophenyl)-2-methyloctan-2-yl)-2,6-dihydroxyphenyl)-6,6-dimethylbicyclo[3.1.1]hept-2-en-2-yl)methyl pivalate C(C(C)(C)C)(=O)OCC=1[C@@H]2C([C@H]([C@H](C1)C1=C(C=C(C=C1O)C(C)([C@H](CCCCC)C1=CC(=CC=C1)F)C)O)C2)(C)C